2,2'-oxybis(1,3,2-dioxaphospholane) O(P1OCCO1)P1OCCO1